2-[1-(4-sec-butyl-phenyl)-1H-pyrazol-4-yl]-pyridine C(C)(CC)C1=CC=C(C=C1)N1N=CC(=C1)C1=NC=CC=C1